3-((S)-1-(((R)-tert-butylsulfinyl)amino)-1,3-dihydrospiro[indene-2,4'-piperidin]-6-yl)-N-methylpropiolamide C(C)(C)(C)[S@@](=O)N[C@@H]1C2=CC(=CC=C2CC12CCNCC2)C#CC(=O)NC